FC1=C(C=CC=C1F)C1=CN=C2N1C=CC=C2C2=NC=C(C(=C2)C(=O)NC2=CC=C(C=C2)F)C 2-(3-(2,3-difluorophenyl)imidazo[1,2-a]pyridin-8-yl)-N-(4-fluorophenyl)-5-methylpyridine-4-carboxamide